8-(5-methyl-1H-indazol-4-yl)-6-(2-(2-propenoyl)-2,6-diazaspiro[3.4]octan-6-yl)[1,2,4]triazolo[1,5-a]pyridine-7-carbonitrile CC=1C(=C2C=NNC2=CC1)C=1C=2N(C=C(C1C#N)N1CC3(CN(C3)C(C=C)=O)CC1)N=CN2